[Si](C)(C)(C(C)(C)C)NS(=O)(=O)C(C)C N-(t-butyldimethylsilyl)propane-2-sulfonamide